2-(6-(((1R,4R,5R,6S)-6-fluoro-1,2,4-trimethyl-2-azabicyclo[2.2.1]heptan-5-yl)(methyl)amino)pyridazin-3-yl)-5-(1H-imidazol-1-yl)phenol F[C@H]1[C@@H]([C@]2(CN([C@@]1(C2)C)C)C)N(C2=CC=C(N=N2)C2=C(C=C(C=C2)N2C=NC=C2)O)C